1-(4-chlorophenyl)ethan-1-one ClC1=CC=C(C=C1)C(C)=O